2-({4-[5-(methylamino)pyridin-3-yl]-1-oxo-2,3-dihydro-1H-isoindol-2-yl}methyl)prop-2-enenitrile CNC=1C=C(C=NC1)C1=C2CN(C(C2=CC=C1)=O)CC(C#N)=C